(R)-6-(1-(1-(4-methoxybenzyl)-2-oxopyrrolidin-3-yl)piperidin-4-yl)benzo[d]oxazol-2(3H)-one COC1=CC=C(CN2C([C@@H](CC2)N2CCC(CC2)C2=CC3=C(NC(O3)=O)C=C2)=O)C=C1